2-(4-(2-(2,5-dimethylpyridin-4-yl)-3-isopropyl-1H-indol-5-yl)piperidin-1-yl)-N,N-dimethylacetamide CC1=NC=C(C(=C1)C=1NC2=CC=C(C=C2C1C(C)C)C1CCN(CC1)CC(=O)N(C)C)C